CC1=C(C(=CC(=C1)C)C)S(=O)OC methyl 2,4,6-trimethylbenzenesulfinate